(±)-2-Methylheptane-1,2-diol C[C@](CO)(CCCCC)O |r|